N1CCC(=CC1)C=1C=C2C(=NC1)C(NC2)=O 3-(1,2,3,6-tetrahydropyridin-4-yl)-5,6-dihydro-7H-pyrrolo[3,4-b]pyridin-7-one